4'-isopropyl-1,1'-biphenyl C(C)(C)C1=CC=C(C=C1)C1=CC=CC=C1